(2S,3R,4R,5S)-1-(2,4-difluorophenethyl)-2-(hydroxymethyl)piperidine-3,4,5-triol FC1=C(CCN2[C@H]([C@H]([C@@H]([C@H](C2)O)O)O)CO)C=CC(=C1)F